CN1N=C(C=C1C(=O)OCC)C(CCCNC1=NC=CC2=CC=C(C=C12)C1=NOC(=N1)C)=O Ethyl 1-methyl-3-(4-((7-(5-methyl-1,2,4-oxadiazol-3-yl) isoquinolin-1-yl) amino) butanoyl)-1H-pyrazole-5-carboxylate